C(N)(OC(COC1=C(C(=CC=C1N1C=NN=C1)Cl)C(NCC1=CC(=C(C=C1)OC)F)=O)(C)C)=O 1-(3-chloro-2-((3-fluoro-4-methoxybenzyl) carbamoyl)-6-(4H-1,2,4-triazol-4-yl) phenoxy)-2-methylpropan-2-yl carbamate